FC1=C(C=CC(=N1)C(=O)NC)N1N=C2C(=C1)CN(C2)CC=2C=CC=1C=3N(C(NC1C2F)=O)C=C(N3)C 6-fluoro-5-(5-((7-fluoro-2-methyl-5-oxo-5,6-dihydroimidazo[1,2-c]quinazolin-8-yl)methyl)-5,6-dihydropyrrolo[3,4-c]pyrazol-2(4H)-yl)-N-methylpicolinamide